(Z)-1-(1-bromo-4-chlorobut-2-en-2-yl)-4-chlorobenzene BrC\C(=C/CCl)\C1=CC=C(C=C1)Cl